ClCCCCCCOCCOCCN(C(OC(C)(C)C)=O)C tert-butyl (2-(2-((6-chlorohexyl)oxy)ethoxy)ethyl)(methyl)carbamate